N1C=NC(=C1)CCNC(CC(=O)NCCC=1N=CNC1)=O N,N'-Bis[2-(1H-imidazol-4-yl)ethyl]propanediamide